1-amino-N-{[4-(6-methyl-1,2,4,5-tetrazin-3-yl)phenyl]methyl}-3,6,9,12,15,18,21,24-octaoxaheptacosan-27-amide NCCOCCOCCOCCOCCOCCOCCOCCOCCC(=O)NCC1=CC=C(C=C1)C=1N=NC(=NN1)C